indium thallium [Tl].[In]